[C@H]12N(C[C@H](NC1)C2)C(CO\N=C/2\C(\NC1=CC=CC=C21)=C/2\C(NC1=CC=CC=C21)=O)=O (2Z,3E)-3-((2-((1R,4R)-2,5-diazabicyclo[2.2.1]heptane-2-yl)-2-oxoethoxy)imino)-[2,3'-biindolinylidene]-2'-on